C(C)(C)C([SiH](N)C)(C(C)C)C(C)C triisopropyldimethyl-aminosilane